C1=C(C=CC2=CC=CC=C12)C1=CC=C(C=C1)NC1=CC=C(C=C1)C1=CC=CC=C1 N-[4-(2-naphthyl)phenyl][1,1'-biphenyl]-4-amine